N1C(=CC2=CC=CC=C12)C(=O)N1CC2=C3C(N(C(CCN3N=C2CC1)C)C)=O 4-(1H-indole-2-carbonyl)-12,13-dimethyl-4,8,9,13-tetraazatricyclo[7.5.0.02,7]tetradeca-1,7-dien-14-one